COC1=C(C=C2C(=NC(=NC2=C1)C)N[C@H](C)C1=CC(=CC(=C1)C(F)(F)F)[N+](=O)[O-])C1CCNCC1 (R)-7-methoxy-2-methyl-N-(1-(3-nitro-5-(trifluoromethyl)phenyl)ethyl)-6-(piperidine-4-yl)quinazoline-4-amine